vanadium octenoate C(C=CCCCCC)(=O)[O-].[V+5].C(C=CCCCCC)(=O)[O-].C(C=CCCCCC)(=O)[O-].C(C=CCCCCC)(=O)[O-].C(C=CCCCCC)(=O)[O-]